FC=1C=C(C=CC1)N1C=CC2=C1N=CC=C2C(=O)O 1-(3-fluorophenyl)-1H-pyrrolo[2,3-b]pyridine-4-carboxylic acid